FC(OC1=C(C(=O)NCC)C(=CC=C1)OC)F 2-(difluoromethoxy)-N-ethyl-6-methoxy-benzamide